NC1=C2N=CN(C2=NC(=N1)Cl)[C@H]1[C@H]([C@@H]([C@H](O1)CO[C@](C(=O)O)(CC1=CC=C(C=C1)C=1C(NC=CC1)=O)C=1N=CSC1)O)F (R)-2-(((2R,3R,4S,5R)-5-(6-amino-2-chloro-9H-purin-9-yl)-4-fluoro-3-hydroxytetrahydro-furan-2-yl)methoxy)-3-(4-(2-oxo-1,2-dihydropyridin-3-yl)phenyl)-2-(thiazol-4-yl)propanoic acid